C(CCCCCCCCCCCCCCCCCCCCCCC)(=O)OCCCC(OC(NCCOCCN(C)C)=O)CCCOC(CCCCCCCCCCCCCCCCCCCCCCC)=O 2-methyl-9-oxo-11-{3-[(1-oxotetracosyl) oxy] propyl}-2,8-diaza-5,10-dioxatetradecan-14-yl tetracosanoate